COC1=CC=C2C=CC=C(C2=C1)B(O)O (7-methoxynaphthalen-1-yl)boronic acid